tert-butyl (4-bromo-3-chloro-2-nitrophenyl)carbamate BrC1=C(C(=C(C=C1)NC(OC(C)(C)C)=O)[N+](=O)[O-])Cl